methyl (S)-4-(5-(3-(hexylamino)-2-nonanamido-3-oxopropyl)-1,3,4-thiadiazol-2-yl)benzoate C(CCCCC)NC([C@H](CC1=NN=C(S1)C1=CC=C(C(=O)OC)C=C1)NC(CCCCCCCC)=O)=O